(S)-(4-(4-(6-(Difluoromethyl)imidazo[1,2-b]pyridazin-3-yl)pyridin-2-yl)piperazin-2-yl)methanol FC(C=1C=CC=2N(N1)C(=CN2)C2=CC(=NC=C2)N2C[C@H](NCC2)CO)F